4-(1-(4'-fluoro-[1,1'-biphenyl]-4-yl)cyclobutyl) 1-(2-oxo-2-(2,2,2-trichloroethoxy)ethyl) 2-methylenesuccinate C=C(C(=O)OCC(OCC(Cl)(Cl)Cl)=O)CC(=O)OC1(CCC1)C1=CC=C(C=C1)C1=CC=C(C=C1)F